tert-Butyl (S)-(5-methyl-4-oxo-7-(7-oxa-2-azaspiro[3.5]nonan-2-yl)-2,3,4,5-tetrahydrobenzo[b][1,4]oxazepin-3-yl)carbamate CN1C2=C(OC[C@@H](C1=O)NC(OC(C)(C)C)=O)C=CC(=C2)N2CC1(C2)CCOCC1